CC=1C(=CN=NC1)C(C)=O 1-(5-methylpyridazin-4-yl)ethan-1-one